N[C@H](C(=O)O)CC(=O)NC1=NC(N(C=C1)[C@H]1C([C@@H]([C@@H]([C@H]1O)O)CO)=O)=O (2S)-2-amino-4-[[1-[(2R,3S,4S,5R)-3,4-dihydroxy-5-(hydroxymethyl)oxocyclopent-2-yl]-2-oxopyrimidin-4-yl]amino]-4-oxobutanoic acid